NC=1NC(=C(C1C#N)C)C 2-amino-4,5-dimethyl-1H-pyrrole-3-carbonitrile